phenol tetrahydrochloride Cl.Cl.Cl.Cl.C1(=CC=CC=C1)O